1-((4-hydroxy-4-(trifluoromethyl)cyclohexyl)methyl)-7-isobutyl-3-methyl-1H-purine-2,6(3h,7H)-dione OC1(CCC(CC1)CN1C(N(C=2N=CN(C2C1=O)CC(C)C)C)=O)C(F)(F)F